C(C=C)(=O)OCCCCCCCCCCCCCCCCCCOC(C=C)=O octadecylene glycol diacrylate